OC1(CC1)C1=NN(C=N1)C1CC2(CN(C2)C(=O)N2CC3(C2)CC(C3)CN3C(=NC=C3)C(F)(F)F)C1 [6-[3-(1-hydroxycyclopropyl)-1,2,4-triazol-1-yl]-2-azaspiro[3.3]heptan-2-yl]-[6-[[2-(trifluoromethyl)imidazol-1-yl]methyl]-2-azaspiro[3.3]heptan-2-yl]methanone